COC(C(C(C1=CC(=C(C=C1)C)CCl)C=1SC(=C(C1)F)C(C)=O)(C)C)=O.C(C1CO1)OCCC[Si](OC)(OC)OC gamma-(2,3-epoxypropoxy)propyl-trimethoxysilane methyl-3-(5-acetyl-4-fluorothiophen-2-yl)-3-[3-(chloromethyl)-4-methylphenyl]-2,2-dimethylpropionate